ClC1=NC(=CC(=N1)C=1C=CC(=NC1)CC(=O)N1CCN(CC1)C(=O)OC(C)(C)C)C(F)(F)F tert-butyl 4-(2-(5-(2-chloro-6-(trifluoromethyl)pyrimidin-4-yl)pyridin-2-yl)acetyl)piperazin-1-carboxylate